(S)-tert-butyl-1-(9H-fluoren-9-yl)-11-isopropyl-3,6,9-trioxo-2-oxa-4,7,10-triazadodecane C(C)(C)(C)[C@@H](OC(NCC(NCC(NC(C)C(C)C)=O)=O)=O)C1C2=CC=CC=C2C=2C=CC=CC12